(3-(3,6-difluoropyridin-2-yl)-1-((1r,4r)-4-ethoxycyclohexyl)-1H-pyrazol-4-yl)-2-(1-(morpholine-4-carbonyl)-1H-pyrazol-4-yl)thiazole-4-carboxamide FC=1C(=NC(=CC1)F)C1=NN(C=C1C1=C(N=C(S1)C=1C=NN(C1)C(=O)N1CCOCC1)C(=O)N)C1CCC(CC1)OCC